N-(4-(tert-butyl)thiazol-2-yl)-2-(4-isobutylphenyl)propionamide methyl-6-(benzyloxy)-9-(2,6-dimethylphenoxy)-[1,2,4]triazolo[5,1-a]isoquinoline-5-carboxylate COC(=O)C=1N2C(C3=CC(=CC=C3C1OCC1=CC=CC=C1)OC1=C(C=CC=C1C)C)=NC=N2.C(C)(C)(C)C=2N=C(SC2)NC(C(C)C2=CC=C(C=C2)CC(C)C)=O